C[C@H]1COC[C@H](C1N1CC2(C1)CN(C2)S(=O)(=O)C2=C(NC(=CC2)C(F)(F)F)C)C 2-((3R,5S)-3,5-dimethyltetrahydro-2H-pyran-4-yl)-6-((2-methyl-6-(trifluoromethyl)-1,4-dihydropyridin-3-yl)sulfonyl)-2,6-diazaspiro[3.3]heptane